FC=1C=C2CN(CC2=CC1)C(=O)NC1=CC=C(C=C1)C=1CCN(CC1)C(=O)C1(CCS(CC1)(=O)=O)O 5-fluoro-N-(4-(1-(4-hydroxy-1,1-dioxidotetrahydro-2H-thiopyran-4-carbonyl)-1,2,3,6-tetrahydropyridin-4-yl)phenyl)isoindoline-2-carboxamide